4-(6-((4-chloro-2-fluorobenzofuran-7-yl)methoxy-d2)pyridin-2-yl)cyclohex-3-en ClC1=CC=C(C2=C1C=C(O2)F)C(OC2=CC=CC(=N2)C2=CCCCC2)([2H])[2H]